NC1=CC2=C(N=C(O2)C2=CC(=CC=C2)N)C=C1 6-amino-2-(m-aminophenyl)benzoxazole